methyl L-valylglycinate hydrochloride Cl.N[C@@H](C(C)C)C(=O)NCC(=O)OC